CC1=C(C2=NC3=CC=CC=C3N=C2C=C1)N methyl[amino]phenazine